ethyl nonadeca-5,8,11,14,17-pentaynoate C(CCCC#CCC#CCC#CCC#CCC#CC)(=O)OCC